[6-(5-cyclopropyl-4H-1,2,4-triazol-3-yl)-2-azaspiro[3.3]heptan-2-yl]-[3-[4-(2,2,2-trifluoro-1,1-dimethyl-ethoxy)phenyl]azetidin-1-yl]methanone C1(CC1)C=1NC(=NN1)C1CC2(CN(C2)C(=O)N2CC(C2)C2=CC=C(C=C2)OC(C(F)(F)F)(C)C)C1